C(C)OC(CC(C1=CC=CC=C1)C=1N(N=C(N1)Br)C1OCCCC1)=O 3-(5-bromo-2-tetrahydropyran-2-yl-1,2,4-triazol-3-yl)-3-phenyl-propionic acid ethyl ester